C(CC)OC(C)OCCC1=CC=CC=C1 (2-(1-propoxyethoxy)ethyl)benzene